N[C@H](C(=O)OC1=CC=C(C(=O)O[C@@]2(CC[C@]34[C@@H](CC[C@H]3C([C@H]2C4)(C)C)C)C)C=C1)CC(C)C (3R,3aS,6R,7R,8aS)-3,6,8,8-tetramethyloctahydro-1H-3a,7-methanoazulen-6-yl 4-(((S)-2-amino-4-methylpentanoyl)oxy)benzoate